(R)-6-bromo-3-((1-(2'-fluoro-[1,1'-biphenyl]-4-yl)ethyl)amino)pyrazin-2(1H)-one BrC1=CN=C(C(N1)=O)N[C@H](C)C1=CC=C(C=C1)C1=C(C=CC=C1)F